4-fluoro-3-((7-hydroxy-6,7-dihydro-5H-cyclopenta[d]pyrimidin-4-yl)oxy)benzonitrile FC1=C(C=C(C#N)C=C1)OC=1C2=C(N=CN1)C(CC2)O